tert-butyl (2R)-2-(6-bromo-4-oxo-3,4-dihydrothieno[3,2-d]pyrimidin-2-yl)-2-methylpyrrolidine-1-carboxylate BrC1=CC=2N=C(NC(C2S1)=O)[C@@]1(N(CCC1)C(=O)OC(C)(C)C)C